NC1=CC2=C(CCC(NC2)=O)C=C1 8-amino-1,2,4,5-tetrahydro-2-benzazepin-3-one